N1C[C@@H](CCCC1)N1C(=NC2=C1C(=CC=C2)Cl)N (R)-1-(azepan-3-yl)-7-chloro-1H-benzo[d]-imidazol-2-amine